(S)-2-amino-3-(3-(2-((1S,2S,5r)-1-hydroxy-2-isopropyl-5-methylcyclohexane-1-carboxamido)ethyl)phenyl)propanoic acid methyl ester COC([C@H](CC1=CC(=CC=C1)CCNC(=O)[C@]1([C@@H](CC[C@H](C1)C)C(C)C)O)N)=O